FC=1C=CC(=C2C=CC=NC12)N1C[C@@H](C[C@@H](C1)C)N (3R,5S)-1-(8-fluoroquinolin-5-yl)-5-methylpiperidin-3-amine